Cl.C(C)(C)C1=C(C=CC=C1)[C@@H]1N(CCOC1)C1CC2(C1)CCN(CC2)C2=CC=C(C(=O)NS(=O)(=O)C1=CC(=C(C=C1)NCC1CCC(CC1)(C)O)[N+](=O)[O-])C=C2 4-{2-[(3S)-3-(2-isopropylphenyl)morpholin-4-yl]-7-azaspiro[3.5]nonan-7-yl}-N-[3-nitro-4-({[(1r,4r)-4-hydroxy-4-methylcyclohexyl]methyl}amino)benzenesulfonyl]benzamide hydrochloride